OC(CC=1C=C(C=CC1)CCC=O)(C)C 3-[3-(2-hydroxy-2-methylpropyl)phenyl]propanal